FC(C1=C(C=NC(=C1)N[C@H](C(F)(F)F)CC)C1=C(N=C(S1)C(=O)NC1CCS(CC1)(=O)=O)C(=O)N1[C@H](CCC1)C)F 5-(4-(difluoromethyl)-6-(((S)-1,1,1-trifluorobutan-2-yl)amino)pyridin-3-yl)-N-(1,1-dioxotetrahydro-2H-thiopyran-4-yl)-4-((S)-2-methylpyrrolidine-1-carbonyl)thiazole-2-carboxamide